5-(difluoromethyl)-1,3,4-thiadiazol FC(C1=NN=CS1)F